COCC=1C(C(CC1)CCO)(C)C 2-[3-(methoxymethyl)-2,2-dimethyl-cyclopent-3-en-1-yl]ethanol